C(C)OCOC1=C(C2=CC=CC=C2C=C1)SC1=C(C=CC2=CC=CC=C12)OCC1CCNCC1 4-{[(1-{[2-(ethoxymethoxy)naphthalen-1-yl]sulfanyl}naphthalen-2-yl)oxy]methyl}piperidine